NC1=CC=C2C(=N1)CC[C@H]2NC([C@H](C)NC(=O)[C@@H]2NCCN(C2)C2=C(C(=CC=C2)F)F)=O (R)-N-((S)-1-(((R)-2-amino-6,7-dihydro-5H-cyclopenta[b]pyridin-5-yl)amino)-1-oxopropan-2-yl)-4-(2,3-difluorophenyl)piperazine-2-carboxamide